C(=O)NCCC(=O)O N-formylβ-alanine